N-(4-methoxyphenyl)pyrimido[1',6':1,5]pyrazolo[4,3-c][2,7]naphthyridin-5-amine COC1=CC=C(C=C1)NC1=NC=2C(C3=CC=NC=C13)=NN1C2C=CN=C1